N-(2-Chloro-5-((1S,3S)-2,2-dichloro-3-(4-fluoro-3-(trifluoromethyl)phenyl)cyclopropane-1-carboxamido)phenyl)-5,6-difluoronicotinamide ClC1=C(C=C(C=C1)NC(=O)[C@H]1C([C@@H]1C1=CC(=C(C=C1)F)C(F)(F)F)(Cl)Cl)NC(C1=CN=C(C(=C1)F)F)=O